1,5-bis-trimethylsilylpentane C[Si](CCCCC[Si](C)(C)C)(C)C